(2R)-benzyl-2-((4-(tert-butyl)phenyl)(2-(3-(dimethylamino)azetidin-1-yl)-2-oxo-1-(pyridin-3-yl)ethyl)carbamoyl)pyrrolidine-1-carboxylate C(C1=CC=CC=C1)OC(=O)N1[C@H](CCC1)C(N(C(C(=O)N1CC(C1)N(C)C)C=1C=NC=CC1)C1=CC=C(C=C1)C(C)(C)C)=O